tert-butyl {[1-(aminomethyl)cyclopropyl]methyl}carbamate NCC1(CC1)CNC(OC(C)(C)C)=O